C(CCC=C)C=1C(=CC2=C(OCC3C2C=CCC3)C1)C(=O)O 3-(4-pentenyl)-6a,7,8,10a-tetrahydro-6H-dibenzo[b,d]pyran-2-carboxylic acid